[Si]([O-])([O-])([O-])[O-].[Gd+3].[Na+] Sodium Gadolinium Silicate